2-(4-Fluoro-2-methylphenoxy)-N-(2-(N-hydroxycarbamimidoyl)pyridin-4-yl)-4-(trifluoromethyl)benzamide FC1=CC(=C(OC2=C(C(=O)NC3=CC(=NC=C3)C(NO)=N)C=CC(=C2)C(F)(F)F)C=C1)C